FC1=C(C=CC=C1)N(C(CC[C@@H](C)[C@H]1CC[C@H]2[C@@H]3CC[C@H]4C(C(CC[C@]4(C)[C@H]3CC[C@]12C)O)O)=O)C N-(2-fluorophenyl)-3,4-dihydroxy-N-methyl-5α-cholane-24-amide